1-(3-(4,4,5,5-tetramethyl-1,3,2-dioxaborolan-2-yl)phenyl)cyclopropan-1-carboxylic acid CC1(OB(OC1(C)C)C=1C=C(C=CC1)C1(CC1)C(=O)O)C